2-Cyclopentyl-5-ethylbenzene-1,3-diol C1(CCCC1)C1=C(C=C(C=C1O)CC)O